N-(3-Carbamoylphenyl)-4-(4,4-difluoroazepan-1-yl)-6-(trifluoromethyl)pyridazine-3-carboxamide C(N)(=O)C=1C=C(C=CC1)NC(=O)C=1N=NC(=CC1N1CCC(CCC1)(F)F)C(F)(F)F